N-(4-methyl-3-(2'-((3-morpholinopropyl)amino)-7'-oxo-5'H-spiro[cyclopropane-1,8'-pyrido[4,3-d]pyrimidine]-6'(7'H)-yl)phenyl)-5-(trifluoromethyl)nicotinamide CC1=C(C=C(C=C1)NC(C1=CN=CC(=C1)C(F)(F)F)=O)N1CC2=C(N=C(N=C2)NCCCN2CCOCC2)C2(C1=O)CC2